CN(CCCC(=O)[O-])C=1C=CC2=NC3=CC=C(C=C3[S+]=C2C1)N(C)C 4-(N-Methyl(7-(dimethylamino)-3-phenothiazin-5-iumyl)amino)butyrate